COC=1C=C(C=CC1OC)C=1NC2=CC=C(C=C2C1C(C)C)C(=O)N1CC2C(C1)CN(C2)CC(=O)N(C)C 2-{5-[2-(3,4-dimethoxyphenyl)-3-(propan-2-yl)-1H-indole-5-carbonyl]-octahydropyrrolo[3,4-c]pyrrol-2-yl}-N,N-dimethylacetamide